(E)-2-(((4-ethoxy-4-oxobut-2-en-1-yl) thio) (naphthalen-1-yl) methyl)-2-hydroxymalonate C(C)OC(/C=C/CSC(C(C(=O)[O-])(C(=O)[O-])O)C1=CC=CC2=CC=CC=C12)=O